[1,2]Oxazoline-3-carboxylic acid O1N=C(CC1)C(=O)O